(E)-(1-(2-ethoxyvinyl)-8-(6-methoxy-1,2-dimethyl-4-(methylamino)-1H-benzo[d]imidazol-5-yl)indolizin-3-yl)(3,4,5-trifluorophenyl)methanone C(C)O/C=C/C=1C=C(N2C=CC=C(C12)C1=C(C2=C(N(C(=N2)C)C)C=C1OC)NC)C(=O)C1=CC(=C(C(=C1)F)F)F